BrC1=C(C=C2C(=NN=C(C2=C1)N[C@H](C)C1=C(C(=CC=C1)C(F)(F)F)C)C)F (R)-7-bromo-6-fluoro-4-methyl-N-(1-(2-methyl-3-(trifluoromethyl)phenyl)ethyl)phthalazin-1-amine